7-(cyclobutylamino)-2-((piperidin-4-ylsulfanyl)methyl)quinazolin-4(3H)-one C1(CCC1)NC1=CC=C2C(NC(=NC2=C1)CSC1CCNCC1)=O